2-{4-[Benzyl-(ethyl)amino]benzylidene}malononitrile C(C1=CC=CC=C1)N(C1=CC=C(C=C(C#N)C#N)C=C1)CC